NC1=C(C(=C(C=C1)C1=CC(=CC=C1)C(=O)O)N)C(=O)O diamino-3,3'-dicarboxybiphenyl